ClC1=C(C=C(C=C1NC1=NC=2N(C(=N1)N(CC1=CC=C(C=C1)OC)C1CC1)N=CC2C#N)C#N)N2CCN(C1(CC1)C2)C(=O)OC(C)(C)C tert-butyl 7-(2-chloro-5-cyano-3-((8-cyano-4-(cyclopropyl (4-methoxybenzyl)amino)pyrazolo[1,5-a][1,3,5]triazin-2-yl)amino)phenyl)-4,7-diazaspiro[2.5]octane-4-carboxylate